OC1=CC=C(C=C1)C1=CC(=NN1)NC1=C(C=C(C=C1)NS(=O)(=O)C)C N-(4-((5-(4-hydroxyphenyl)-1H-pyrazol-3-yl)amino)-3-methylphenyl)methanesulfonamide